ClC=1C=C(C=CC1)C1=CC(=CC=C1)C1=C(C=2C(C3=CC=CC=C3C2C=C1C1=CC=CC=C1)(C)C)C1=CC=CC=C1 2-(3'-chloro-[1,1'-biphenyl]-3-yl)-9,9-dimethyl-1,3-diphenyl-9H-fluorene